3-((2,4-dichloropyrimidin-5-yl)methyl)-3-azabicyclo[4.1.0]heptane ClC1=NC=C(C(=N1)Cl)CN1CC2CC2CC1